[Cl-].[Cl-].C(C)C=1C(C2=CC=CC(=C2C1)C1=CC=C(C=C1)C(C)(C)C)[Zr+2]C1C(=CC2=C(C=CC=C12)C1=CC=C(C=C1)C(C)(C)C)CC bis(2-ethyl-4-(4-tert-butyl-phenyl)-indenyl)zirconium dichloride